OC[C@@H]1CNC(O1)=O (S)-5-(hydroxymethyl)oxazolidin-2-one